(S)-2-((2-amino-7-(1H-pyrazol-5-yl)quinazolin-4-yl)amino)-1-propanol NC1=NC2=CC(=CC=C2C(=N1)N[C@H](CO)C)C1=CC=NN1